Aluminium hydrat O.[Al]